2-Amino-4'-((2-aminoethyl)sulfonyl)-N-(3-aminopropyl)-3'-sulfamoyl-2'-(2H-tetrazol-5-yl)-[1,1'-biphenyl]-3-carboxamide NC1=C(C=CC=C1C(=O)NCCCN)C1=C(C(=C(C=C1)S(=O)(=O)CCN)S(N)(=O)=O)C=1N=NNN1